BrC=1C=C(CN2N=C(C=C2C(=O)N[C@H](C(=O)NC)CC2=CC(=CC=C2)Br)C2=CC(=CC=C2)Cl)C=CC1 (S)-1-(3-bromobenzyl)-N-(3-(3-bromophenyl)-1-(methylamino)-1-oxopropan-2-yl)-3-(3-chlorophenyl)-1H-pyrazole-5-carboxamide